8-(cyclopropylmethyl)-8-(iodomethyl)-1,4-dioxaspiro[4.5]decane C1(CC1)CC1(CCC2(OCCO2)CC1)CI